3-(imidazo[1,2-a]pyridin-7-ylmethoxy)bicyclo[1.1.1]pentan N=1C=CN2C1C=C(C=C2)COC21CC(C2)C1